Tert-Butyl 8-phenyl-6-azaspiro[3.4]octane-6-carboxylate C1(=CC=CC=C1)C1CN(CC12CCC2)C(=O)OC(C)(C)C